BrC=1C(=CC(=NC1)N(CC1=CC=C(C=C1)OC)CC1=CC=C(C=C1)OC)Cl 5-bromo-4-chloro-N,N-bis(4-methoxybenzyl)pyridin-2-amine